5-(4-chlorophenyl)-4-methyl-2-oxo-thiazolidine ClC1=CC=C(C=C1)C1C(NC(S1)=O)C